C(C[C@@H](C(=O)[O-])[NH2+][C@H](CCC(=O)[O-])C(=O)[O-])C[NH+]=C(N)N The molecule is conjugate base of D-nopaline in which the three carboxy groups are anionic and the secondary amino and guanidino groups are cationic; major species at pH 7.3. It is a conjugate base of a D-nopaline.